N-(4-(1-cyclopropyl-3-hydroxy-2-(pyridin-2-yl)propan-2-yl)-6-(1,5-dimethyl-6-oxo-1,6-dihydropyridine-3-yl)quinazolin-2-yl)methanesulfonamide C1(CC1)CC(CO)(C1=NC=CC=C1)C1=NC(=NC2=CC=C(C=C12)C1=CN(C(C(=C1)C)=O)C)NS(=O)(=O)C